4-((2-aminoethyl)amino)-3-methoxy-N-(5-(5-methyl-1H-pyrazol-1-yl)-1,3,4-thiadiazol-2-yl)-2-oxo-2H-pyran-6-carboxamide 2,2,2-trifluoroacetate FC(C(=O)O)(F)F.NCCNC1=C(C(OC(=C1)C(=O)NC=1SC(=NN1)N1N=CC=C1C)=O)OC